C(C(C)C)OCCO ethylene glycol monoisobutyl ether